6-Amino-3-((1S,3R)-4'-chloro-3-(pyrrolidin-1-yl)-1',2'-dihydrospiro[cyclopentane-1,3'-pyrrolo[2,3-b]pyridin]-5'-yl)-2-fluoro-N,N-dimethylbenzamide NC1=CC=C(C(=C1C(=O)N(C)C)F)C=1C(=C2C(=NC1)NC[C@@]21C[C@@H](CC1)N1CCCC1)Cl